SCCC(=O)N Mercaptoethyl-Carboxamide